6-acetyl-8-cyclopentyl-2-[5-(2-methoxy-ethylamino)-pyridin-2-ylamino]-5-methyl-8H-pyrido[2,3-d]Pyrimidin-7-one C(C)(=O)C1=C(C2=C(N=C(N=C2)NC2=NC=C(C=C2)NCCOC)N(C1=O)C1CCCC1)C